4-(1,1-dimethyl ethyl)-1-cyclohexyl acetate C(C)(=O)OC1CCC(CC1)C(C)(C)C